O[C@@H](C)C=1C(=NC(=CC1)C=1C=NN2C1C=CC(=C2)OC=2N=NC(=CC2)C)N2N=C(C=C2C)C#N 1-[3-[(1S)-1-hydroxyethyl]-6-[6-(6-methylpyridazin-3-yl)oxypyrazolo[1,5-a]pyridin-3-yl]pyridin-2-yl]-5-methylpyrazole-3-carbonitrile